2-((10-butyl-10H-phenothiazine-3-yl)methylene)-1H-indene-1,3(2H)-Dione C(CCC)N1C2=CC=CC=C2SC=2C=C(C=CC12)C=C1C(C2=CC=CC=C2C1=O)=O